8-((3-(methylsulfonylamino)propyl)(8-oxo-8-(undecan-3-yloxy)octyl)amino)caprylic acid heptadecan-9-yl ester CCCCCCCCC(CCCCCCCC)OC(CCCCCCCN(CCCCCCCC(OC(CC)CCCCCCCC)=O)CCCNS(=O)(=O)C)=O